CCCCCCCCCCCCCCCC(=O)O[C@H](CO/C=C\\CCCCCCCCCCCCCC)COP(=O)(O)OCCN The molecule is a 1-(alk-1-enyl)-2-acyl-sn-glycero-3-phosphoethanolamine in which the alk-1-enyl and acyl group are specified as (Z)-hexadec-1-enyl and hexadecanoyl (palmitoyl) respectively. It is a tautomer of a 1-(hexadec-1-enyl)-2-hexadecanoyl-sn-glycero-3-phosphoethanolamine zwitterion.